1-[(2R)-oxolan-2-yl]methylamine O1[C@H](CCC1)CN